C1(=CC(=CC=C1)OC1=C(C=C(C(=C1Br)OC=1C=C(C=CC1)C1=CC=CC=C1)C1=CC=CC=C1)C1=CC=CC=C1)C1=CC=CC=C1 4',6'-bis([1,1'-biphenyl-3-yloxy])-5'-bromo-1,1':3',1''-terphenyl